2-amino-4-(carbamoylamino)butanoic acid NC(C(=O)O)CCNC(N)=O